3-{[(1s,3S,5'S,7a'R)-5'-(1-methyl-1H-pyrazol-3-yl)-3'-oxotetrahydro-3'H-spiro[cyclobutane-1,2'-pyrrolo[2,1-b][1,3]oxazol]-3-yl]oxy}benzonitrile CN1N=C(C=C1)[C@@H]1CC[C@H]2OC3(C(N21)=O)CC(C3)OC=3C=C(C#N)C=CC3